[C@H]1([C@@H](O)[C@@H](O)[C@H](O)[C@H](O1)CO)OCCNC(CN(CC(=O)NCCCCCC(=O)ON1C(CCC1=O)=O)CC(NCCO[C@@H]1[C@@H](O)[C@@H](O)[C@H](O)[C@H](O1)CO)=O)=O 2,5-dioxopyrrolidin-1-yl 6-(2-{bis[2-({2-[(α-D-mannopyranosyl)oxy]ethyl} amino)-2-oxoethyl]amino}acetamido)hexanoate